5-[4-(3-Hydroxy-3-methylazetidin-1-yl)-3-(trifluoromethyl)phenyl]-3,6-dihydro-2H-1,3,4-oxadiazin OC1(CN(C1)C1=C(C=C(C=C1)C1=NNCOC1)C(F)(F)F)C